COC(C(OCC)OCC)=N methyl-2,2-diethoxyacetimidate